[Si](=O)=O.[Ni] nickel-silicon dioxide